C(C1=CC=CC=C1)OC1=CC2=C(C[C@@H](O2)COCOCCOC)C(=C1)F (2R)-6-(benzyloxy)-4-fluoro-2-{[(2-methoxyethoxy)methoxy]methyl}-2,3-dihydro-1-benzofuran